Cl.CNC1CC=2C(OC1)=CSC2C#N 3-(methylamino)-3,4-dihydro-2H-thieno[3,4-b]pyran-5-carbonitrile hydrochloride